methyl (S)-6-(bromomethyl)-4-(3,4-difluoro-2-methylphenyl)-2-(thiazol-2-yl)-1,4-dihydropyrimidine-5-carboxylate BrCC1=C([C@@H](N=C(N1)C=1SC=CN1)C1=C(C(=C(C=C1)F)F)C)C(=O)OC